C(C1=CC=CC=C1)N1C(=C(C(=C1C)C=O)C(=O)O)C 1-BENZYL-4-FORMYL-2,5-DIMETHYL-1H-PYRROLE-3-CARBOXYLIC ACID